FC=1C=C(C(=O)OC(C)C)C=CC1C1COC1 isopropyl 3-fluoro-4-(oxetan-3-yl)benzoate